CC=1N=C(NC(C1C)=O)N1N=C(C=C1C1=C(C=CC2=CC=CC=C12)C(=O)N)C (1-(4,5-dimethyl-6-oxo-1,6-dihydropyrimidin-2-yl)-3-methyl-1H-pyrazol-5-yl)-2-naphthamide